1-[(3S)-3-({5-[2-(1,1-difluoroethyl)-1-methyl-1H-imidazol-4-yl]-6-methylpyridin-2-yl}amino)pyrrolidin-1-yl]-2-(2-methylphenyl)propan-1-one FC(C)(F)C=1N(C=C(N1)C=1C=CC(=NC1C)N[C@@H]1CN(CC1)C(C(C)C1=C(C=CC=C1)C)=O)C